ClC1=CC(=C(C=C1)C1=NC(=CC2=C1N=C(N(C2=O)C)C)N2CC(O[C@@H](C2)C2=NN(N=C2)C)(C)C)F (S)-8-(4-chloro-2-fluorophenyl)-6-(2,2-dimethyl-6-(2-methyl-2H-1,2,3-triazol-4-yl)morpholino)-2,3-dimethylpyrido[3,4-d]pyrimidin-4(3H)-one